C(C)N(C1(CN(CC1)C1=NN(C2=C1C=NC(=C2)NC(C)=O)C2=NC(=NC(=C2)CC)C(C)(F)F)C)CC N-(3-(3-(diethylamino)-3-methylpyrrolidin-1-yl)-1-(2-(1,1-difluoroethyl)-6-ethylpyrimidin-4-yl)-1H-pyrazolo[4,3-c]pyridin-6-yl)acetamide